FC(COC=1C=C(N)C=CC1OC)(CCC)F 3-((2,2-difluoropentyl)oxy)-4-methoxyaniline